(1-hydroxy-2-methylhex-2-yl)ammonia OCC(CCCC)(C)N